(18Z)-N,N-dimethylheptacosa-18-en-10-amine CN(C(CCCCCCCCC)CCCCCCC\C=C/CCCCCCCC)C